benzophenone para-toluenesulfonyl hydrazone CC1=CC=C(C=C1)S(=O)(=O)NN=C(C1=CC=CC=C1)C1=CC=CC=C1